6-Chloro-3-[(1R)-1-[3,6-dimethyl-2-(4-methylsulfonylphenyl)-4-oxo-chromen-8-yl]ethoxy]pyridine-2-sulfonamide ClC1=CC=C(C(=N1)S(=O)(=O)N)O[C@H](C)C=1C=C(C=C2C(C(=C(OC12)C1=CC=C(C=C1)S(=O)(=O)C)C)=O)C